CO/C=C/C1=CC(=C2C(=NC=NN21)N)C=2C=NC1=CC=CC=C1C2 (E)-7-(2-methoxyvinyl)-5-(quinolin-3-yl)pyrrolo[2,1-f][1,2,4]Triazin-4-amine